C[N+]1=CC=C(C=C1)C1=CC=[N+](C=C1)CCCC 1-methyl-1'-butyl-4,4'-bipyridinium